1,3,4,6,7,8-Hexahydro-2H-pyrimido[1,2-a]pyrimidin N1C=2N(CCC1)CCCN2